C(C)(C)(C)OC(NCC1=C(C=CC(=C1)F)C1=NN(C=C1)C)=O (5-fluoro-2-(1-methyl-1H-pyrazol-3-yl)benzyl)carbamic acid tert-butyl ester